1,1,1,2,2,3,3,4,4,5,5,6,6,9,9,10,10,11,11,12,12-henicosafluoro-8,14-diiodotetradecene FC(C(C(C(C(C(C=C(C(C(C(C(CCI)(F)F)(F)F)(F)F)(F)F)I)(F)F)(F)F)(F)F)(F)F)(F)F)(F)F